5-fluorophthalic acid dimethyl ester COC(C=1C(C(=O)OC)=CC=C(C1)F)=O